BrC1=CC2=C(S(CC2=O)(=O)=O)C=C1 5-Bromobenzo[b]thiophen-3(2H)-one-1,1-dioxide